2-(4-(2-(aminomethyl)-4-oxo-3,4-dihydroquinazolin-7-yl)-1-methyl-1H-pyrazol-5-yl)-6-azido-4-chloro-3-fluorobenzonitrile NCC1=NC2=CC(=CC=C2C(N1)=O)C=1C=NN(C1C1=C(C#N)C(=CC(=C1F)Cl)N=[N+]=[N-])C